N-(2-chloroethyl)-5-(1-((6-(((cyclobutylmethyl)amino)methyl)imidazo[1,2-a]pyridin-2-yl)Methyl)-1H-1,2,3-triazol-4-yl)pyridin-3-amine ClCCNC=1C=NC=C(C1)C=1N=NN(C1)CC=1N=C2N(C=C(C=C2)CNCC2CCC2)C1